ONS(=O)(=O)C1=CC(=CC=C1)S(=O)(=O)NO 1-N,3-N-dihydroxybenzene-1,3-disulfonamide